Para-toluenesulfonyl bromide CC1=CC=C(C=C1)S(=O)(=O)Br